COS(=O)(=O)CC1CC(C1)CO[Si](C1=CC=CC=C1)(C1=CC=CC=C1)C(C)(C)C ((1R,3R)-3-(((tert-butyldiphenylsilyl)oxy)methyl)cyclobutyl)methanesulfonic acid methyl ester